CC1=CC=C2C(=CC(NC2=C1)=O)C(=O)OC methyl 7-methyl-2-oxo-1,2-dihydroquinoline-4-carboxylate